Tert-butyl (3S)-3-((2-(2,6-dioxopiperidin-3-yl)-1-oxoisoindolin-5-yl)methyl)-pyrrolidine-1-carboxylate O=C1NC(CCC1N1C(C2=CC=C(C=C2C1)C[C@@H]1CN(CC1)C(=O)OC(C)(C)C)=O)=O